2-chloro-6-(6-chloro-7-methoxy-2,3-dihydrobenzo[b][1,4]dioxin-5-yl)pyrido[3,4-d]pyrimidine ClC=1N=CC2=C(N1)C=NC(=C2)C2=C(C(=CC=1OCCOC12)OC)Cl